COC(=O)C=1C=C(C(=O)O)C=C(C1C)C(F)(F)F 3-(methoxycarbonyl)-4-methyl-5-(trifluoromethyl)-benzoic acid